N1(CCC1)C=1C=CC(=C(C1)N1C(=C2C(N(N=CC2=C1C)C1=NC=C(C=N1)F)=O)C)F 6-(5-(azetidin-1-yl)-2-fluorophenyl)-2-(5-fluoropyrimidin-2-yl)-5,7-dimethyl-2,6-dihydro-1H-pyrrolo[3,4-d]pyridazin-1-one